N-((3S,4S)-3-((6-(2,6-dichloro-3,5-di-methoxyphenyl)-8-(((1-(2-hydroxy-ethyl)-1H-pyrazol-4-yl)methyl)amino)pyrido[3,4-d]pyrimidin-2-yl)amino)tetra-hydro-2H-pyran-4-yl)acrylamide ClC1=C(C(=C(C=C1OC)OC)Cl)C1=CC2=C(N=C(N=C2)N[C@@H]2COCC[C@@H]2NC(C=C)=O)C(=N1)NCC=1C=NN(C1)CCO